26-methylheptacosyl palmitoleate C(CCCCCCC\C=C/CCCCCC)(=O)OCCCCCCCCCCCCCCCCCCCCCCCCCC(C)C